3-methacryl-oxypropyldimethoxymethylsilane C(=O)(C(=C)C)OCCC[SiH2]C(OC)OC